2,6-diphenyl-4-(4-aminophenyl)pyridine C1(=CC=CC=C1)C1=NC(=CC(=C1)C1=CC=C(C=C1)N)C1=CC=CC=C1